C(C(O)CC(=O)[O-])(=O)O hydrogen DL-malate